4-nitrobenzoic acid ((S)-1-(6-amino-9H-purin-9-yl) propan-2-yl) ester NC1=C2N=CN(C2=NC=N1)C[C@H](C)OC(C1=CC=C(C=C1)[N+](=O)[O-])=O